1-heptadecanoyl-2-(13Z,16Z-docosadienoyl)-glycero-3-phosphocholine CCCCCCCCCCCCCCCCC(=O)OC[C@H](COP(=O)([O-])OCC[N+](C)(C)C)OC(=O)CCCCCCCCCCC/C=C\C/C=C\CCCCC